5-(3-(((1r,4r)-4-(5-chloro-2-methylnicotinamido)cyclohexyl)methyl)-2-oxo-2,3-dihydro-1H-benzo[d]imidazol-1-yl)-N-((4-methylthiazol-2-yl)methyl)picolinamide ClC=1C=NC(=C(C(=O)NC2CCC(CC2)CN2C(N(C3=C2C=CC=C3)C=3C=CC(=NC3)C(=O)NCC=3SC=C(N3)C)=O)C1)C